(R)-N'-((3-chloro-2-fluoro-6-(2-methoxypyridin-4-yl)phenyl)carbamoyl)-6,7-dihydro-5H-pyrazolo[5,1-b][1,3]oxazine-3-sulfonimidamide ClC=1C(=C(C(=CC1)C1=CC(=NC=C1)OC)NC(=O)N=[S@](=O)(N)C=1C=NN2C1OCCC2)F